N-(2,4-dimethoxybenzyl)-2,4,5-trifluoro-N-(1,2,4-thiadiazole-5-yl)-benzenesulfonamide COC1=C(CN(S(=O)(=O)C2=C(C=C(C(=C2)F)F)F)C2=NC=NS2)C=CC(=C1)OC